C(#N)CC(=O)NC1=C(C(=O)OC)C=CC=C1 methyl 2-(2-cyanoacetamido)benzoate